S(=O)(=O)(O)CCCCOC1=CC=C(C=C1)OCCCCS(=O)(=O)O 1,4-bis(4-sulfobutoxy)benzene